O1C2=C(NCC1)C=C(C=C2)S(=O)(=O)C=2C=C1C=NN(C(C1=CC2)=O)CC2=NN(C=C2)C 6-((3,4-dihydro-2H-benzo[b][1,4]oxazin-6-yl)sulfonyl)-2-((1-methyl-1H-pyrazol-3-yl)methyl)phthalazin-1(2H)-one